O=S1(CC2(CC2C(=O)O)CC1)=O 5,5-dioxo-5-thiaspiro[2.4]heptane-1-carboxylic acid